C1(CCCCC1)[C@@H](C1=NC2=C(N1)C=C1CC(CC1=C2)(C(=O)NC)N2CC1(CC1)CNC2=O)NC(=O)C2=CC=NN2C 2-((S)-cyclohexyl(1-methyl-1H-pyrazole-5-carboxamido)methyl)-N-methyl-6-(6-oxo-5,7-diazaspiro[2.5]octan-5-yl)-1,5,6,7-tetrahydroindeno[5,6-d]imidazole-6-carboxamide